ClC=1C=CC=C2C=C(NC12)C(=O)N1[C@@H]([C@H]2CCCC[C@H]2C1)C(=O)N[C@@H](C[C@H]1C(NCCC1)=O)C#N (1S,3aR,7aS)-2-(7-chloro-1H-indole-2-carbonyl)-N-[(1S)-1-cyano-2-[(3S)-2-oxo-3-piperidyl]ethyl]-1,3,3a,4,5,6,7,7a-octahydroisoindole-1-carboxamide